2-Chloro-N-(2-hydroxy-4-phenyl-2-(trifluoromethyl)-2H-chromen-3-yl)acetamide ClCC(=O)NC=1C(OC2=CC=CC=C2C1C1=CC=CC=C1)(C(F)(F)F)O